IC=1N(C2=CC=CC(=C2C1)NC1CCC(CC1)N(C)C)CC1OC1 (1R,4R)-N1-(2-iodo-1-(oxiran-2-ylmethyl)-1H-indol-4-yl)-N4,N4-dimethylcyclohexane-1,4-diamine